(S)-7-amino-2-(1-(6-ethoxy-5-methoxypyridin-2-yl)-2-(methylsulfonyl)ethyl)isoindol-1-one NC=1C=CC=C2CN(C(C12)=O)[C@H](CS(=O)(=O)C)C1=NC(=C(C=C1)OC)OCC